tert-butyl 4-(4-amino-8-fluoro-6,7-dimethoxyquinazolin-2-yl)-2,6-dimethyl-3,6-dihydropyridine-1(2H)-carboxylate NC1=NC(=NC2=C(C(=C(C=C12)OC)OC)F)C=1CC(N(C(C1)C)C(=O)OC(C)(C)C)C